CN(CCC1(C(C=C(C(=C1)F)NC1=NC=C(C(=N1)C1=CNC2=C(C=CC=C12)C)C(F)(F)F)N)NC)C 1-(2-(dimethylamino)ethyl)-5-fluoro-N1-methyl-N4-(4-(7-methyl-1H-indol-3-yl)-5-(trifluoromethyl)pyrimidin-2-yl)benzene-1,2,4-triamine